1-(2,6,6-trimethyl-1-cyclohexen-1-yl)-1,3-pentadiene CC1=C(C(CCC1)(C)C)C=CC=CC